C(#N)C1=CC(=C(C(=O)NNC(NC)=S)C=C1)C1=CC(=NC(=C1)Cl)Cl 4-cyano-2-(2,6-dichloropyridin-4-yl)-N-[(methylcarbamothioyl)amino]benzamide